N-(7-chloro-6-((S)-1-methoxypropan-2-yl)isoquinolin-3-yl)-2-(pyridin-2-yl)cyclopropane-1-carboxamide ClC1=C(C=C2C=C(N=CC2=C1)NC(=O)C1C(C1)C1=NC=CC=C1)[C@@H](COC)C